CC1=C2C(=NC=C1NC)N=C(N2COCC[Si](C)(C)C)C(=O)N2[C@@H](C=1C=CC=NC1CC2)C (R)-(7-methyl-6-(methylamino)-1-((2-(trimethylsilyl)ethoxy)methyl)-1H-imidazo[4,5-b]pyridin-2-yl)(5-methyl-7,8-dihydro-1,6-naphthyridin-6(5H)-yl)methanone